(S)-1-(6-chloro-5-fluoro-1-neopentyl-1H-pyrrolo[2,3-b]pyridin-3-yl)-2,2-difluoroethan-1-amine ClC1=C(C=C2C(=N1)N(C=C2[C@@H](C(F)F)N)CC(C)(C)C)F